Dibutyl-methyl-tin C(CCC)[Sn](C)CCCC